C1(=CC=C(C=C1)N1CC2(C(N(C=3C=NC=4C=C(C(=CC4C32)Br)F)C)=O)C1)C1=CC=CC=C1 1-([1,1'-Biphenyl]-4-yl)-8'-Bromo-7'-fluoro-3'-methylspiro[azetidine-3,1'-pyrrolo[2,3-c]quinolin]-2'(3'H)-one